2-(cyclohexylamino)-4-(4-((4-phenoxyphenyl)amino)-7H-pyrrolo[2,3-d]pyrimidin-7-yl)benzonitrile C1(CCCCC1)NC1=C(C#N)C=CC(=C1)N1C=CC2=C1N=CN=C2NC2=CC=C(C=C2)OC2=CC=CC=C2